7-bromo-3-chloro-8-[3-(methanesulfonylmethyl)azetidin-1-yl]-5-(propan-2-yl)isoquinoline BrC1=CC(=C2C=C(N=CC2=C1N1CC(C1)CS(=O)(=O)C)Cl)C(C)C